O=C1NC(CC[C@@H]1N1C(C2=CC(=C(C=C2C1=O)N1CCN(CC1)C1CCN(CC1)C1=CC=C(C=C1)NC1=C2N=CN(C2=NC=N1)C1CC(C1)NC(CC1=CC=CC=C1)=O)F)=O)=O N-((1s,3s)-3-(6-((4-(4-(4-(2-(2,6-dioxopiperidin-3-yl)-6-fluoro-1,3-dioxoisoindolin-5-yl)piperazin-1-yl)piperidin-1-yl)phenyl)amino)-9H-purin-9-yl)cyclobutyl)-2-phenylacetamide